ClC1=NC=CC=C1NC(=O)C1=NC2=C(N1)C=CC=C2 1H-Benzoimidazole-2-carboxylic acid (2-chloro-pyridin-3-yl)-amide